Sodium lauroyl-serine C(CCCCCCCCCCC)(=O)N[C@@H](CO)C(=O)O.[Na]